trans-4-((4-(2-Cyclopropyloxazol-4-yl)pyridin-2-yl)((trans-4-(5-methoxy-6-methylpyridin-2-yl)cyclohexyl)methyl)carbamoyl)cyclohexyl 3-propylazetidine-1-carboxylate C(CC)C1CN(C1)C(=O)O[C@@H]1CC[C@H](CC1)C(N(C[C@@H]1CC[C@H](CC1)C1=NC(=C(C=C1)OC)C)C1=NC=CC(=C1)C=1N=C(OC1)C1CC1)=O